N[C@@H]1C2=CC=CC=C2CC12CCN(CC2)C=2NC(C1=C(N2)NN=C1C(=C)C1=NC=CC(=C1)C(F)F)=O (S)-6-(1-amino-1,3-dihydro-spiro[inden-2,4'-piperidin]-1'-yl)-3-(1-(4-(difluoromethyl)pyridin-2-yl)vinyl)-1,5-dihydro-4H-pyrazolo[3,4-d]pyrimidin-4-one